2-((tert-butoxycarbonyl)amino)-4-(2-(1-hydroxycyclopropyl)ethylsulfonimidoyl)butanoate C(C)(C)(C)OC(=O)NC(C(=O)[O-])CCS(=O)(=N)CCC1(CC1)O